C(CCCCCCCCCCCCC)(=O)O.C(CCCCCCCCCCCCC)(=O)O.C1=C(C=CC=C1)C1=CC=CC=C1 2,2'-biphenyl bistetradecanoate